ClC=1C=NC2=C(C=CN=C2C1)C 3-chloro-8-methyl-1,5-naphthyridine